ON1C(=C(C(C2=CC=CC=C12)=O)CC1=CC=C(C=C1)OC(F)(F)F)C 1-hydroxy-2-methyl-3-(4-(trifluoromethoxy)benzyl)-4(1H)-quinolinone